ethyl ((S)-((2-(2-amino-6-methoxy-9H-purin-9-yl)ethoxy)methyl)(benzyloxy) phosphoryl)-L-alaninate monofumarate C(\C=C\C(=O)O)(=O)O.NC1=NC(=C2N=CN(C2=N1)CCOC[P@](=O)(OCC1=CC=CC=C1)N[C@@H](C)C(=O)OCC)OC